FC(OC1=NN(C(=C1)C)C1=NC(=CC=C1C(C)O)N1C=NC2=C1C=C(C(=C2)CC2COC2)NC=2N=NC(=CC2)C)F 1-[2-[3-(difluorometh-oxy)-5-methyl-pyrazol-1-yl]-6-[6-[(6-methylpyridazin-3-yl)-amino]-5-(oxetan-3-ylmethyl)benzimidazol-1-yl]-3-pyridyl]-ethanol